(4-FORMYL-PHENYL)-CARBAMIC ACID BENZYL ESTER C(C1=CC=CC=C1)OC(NC1=CC=C(C=C1)C=O)=O